(4-fluorophenyl)-4-hydroxy-2-oxo-1-(2-(4-fluoropiperidin-1-yl)ethyl)-1,2-dihydro-1,8-naphthyridine-3-carboxylic acid ethyl ester C(C)OC(=O)C=1C(N(C2=NC=CC(=C2C1O)C1=CC=C(C=C1)F)CCN1CCC(CC1)F)=O